Cl.IC1=CC(=C(N)C(=C1)C)C 4-iodo-2,6-dimethylaniline hydrochloride